3-(3-((tert-butyldimethylsilyl)oxy)-2-fluoro-propoxy)-4-nitro-1H-pyrazole [Si](C)(C)(C(C)(C)C)OCC(COC1=NNC=C1[N+](=O)[O-])F